CC1(CCN(CC1)C1=NC=2C(=NC=C(N2)SC2=CC=CC3=CC=CC=C23)N1)N 4-methyl-1-(5-(naphthalen-1-ylthio)-1H-imidazo[4,5-b]pyrazin-2-yl)piperidin-4-amine